azepan-1-yl-[7-chloro-5-(cyclohexylmethyl)pyrazolo[1,5-a]pyrimidin-2-yl]methanone N1(CCCCCC1)C(=O)C1=NN2C(N=C(C=C2Cl)CC2CCCCC2)=C1